lithium ammonium triethanolate C(C)[O-].C(C)[O-].C(C)[O-].[NH4+].[Li+]